C(C)N(C=NC1=C(C=C(C(=C1)F)C1(COC1)OC1=NC=CC(=C1)C)C)C N-ethyl-N'-(5-fluoro-2-methyl-4-(3-((4-methylpyridin-2-yl)oxy)oxetan-3-yl)phenyl)-N-methylformimidamide